N(=[N+]=[N-])[C@H]1CN(C[C@H]1COC)C(=O)OC(C)(C)C tert-butyl (3R,4R)-3-azido-4-(methoxymethyl)pyrrolidine-1-carboxylate